C(C)(C)(C)OC(=O)NCC1CCC(CC1)COCC(=O)OC(C)(C)C tert-Butyl 2-(((1r,4r)-4-((tertButoxycarbonylamino)methyl)cyclohexyl)methoxy)acetate